N1C=CC=2C1=NC=C(C2)OC2=C(C(=O)NS(=O)(=O)C1=CC(=C(C=C1)NCCN1CCOCC1)[N+](=O)[O-])C=CC(=C2)N2CCN(CC2)[C@@H]2CCCCC1=C2C=CC=C1Cl (R)-2-((1H-pyrrolo[2,3-b]pyridin-5-yl)oxy)-4-(4-(1-chloro-6,7,8,9-tetrahydro-5H-benzo[7]annulen-5-yl)piperazin-1-yl)-N-((4-((2-morpholinoethyl)amino)-3-nitrophenyl)sulfonyl)benzamide